CC1=CC=C(C=C1)C1=NOC(=N1)C1=CC=C(C=C1)NC(=O)C1CN(C(C1)=O)CC1=CC=NC=C1 N-{4-[3-(4-Methylphenyl)-1,2,4-oxadiazol-5-yl]phenyl}-5-oxo-1-[(pyridin-4-yl)methyl]-pyrrolidine-3-carboxamide